flavonesulfonyl chloride O1C(=C(C(=O)C2=CC=CC=C12)S(=O)(=O)Cl)C1=CC=CC=C1